C(C)C=1SC=CC1C1=C(OC2=CC=CC=C2C1=O)C1=CC=CC=C1 3-(2-ethylthiophen-3-yl)-2-phenyl-4H-chromen-4-one